2-(4-oxo-2-thioxo-5-((3'-(trifluoromethyl)-[1,1'-biphenyl]-4-yl)methylene)thiazolidin-3-yl)-3-phenylpropionic acid O=C1N(C(SC1=CC1=CC=C(C=C1)C1=CC(=CC=C1)C(F)(F)F)=S)C(C(=O)O)CC1=CC=CC=C1